1-[2-(4-butylphenyl)ethynyl]-2,5-difluoro-4-isothiocyanatobenzene C(CCC)C1=CC=C(C=C1)C#CC1=C(C=C(C(=C1)F)N=C=S)F